1-(tert-butyl)-N-(2-methyl-4-(3-(piperazin-1-yl)pyridin-4-yl)benzyl)-1H-1,2,3-triazole-4-carboxamide C(C)(C)(C)N1N=NC(=C1)C(=O)NCC1=C(C=C(C=C1)C1=C(C=NC=C1)N1CCNCC1)C